COCOC1=C(C(=CC(=C1)C)C)N1N=C2N=C(SC2=C1)N[C@H]1CN(CCC1)C 2-[2-(methoxymethoxy)-4,6-dimethylphenyl]-N-[(3R)-1-methylpiperidin-3-yl]-2H-pyrazolo[3,4-d][1,3]thiazol-5-amine